3-methyl-1-(2-hydroxyethyl)imidazole chloride [Cl-].CN1CN(C=C1)CCO